5-[[2-[(2S,5S)-5-methyl-2-(3-pyridyl)-1-piperidyl]-2-oxo-acetyl]amino]pyridine-3-carboxamide C[C@H]1CC[C@H](N(C1)C(C(=O)NC=1C=C(C=NC1)C(=O)N)=O)C=1C=NC=CC1